FC1=CC=C(C=C1)C1=NN(C=C1C=1C2=C(N=CN1)OC(=C2)C2=CC=C(C=C2)N2CCN(CC2)C)CCCO[Si](C(C)C)(C(C)C)C(C)C 4-(3-(4-fluorophenyl)-1-(3-((triisopropylsilyl)oxy)propyl)-1H-pyrazol-4-yl)-6-(4-(4-methylpiperazin-1-yl)phenyl)furo[2,3-d]pyrimidine